C(C(O)CO)OCCCCCCCCCC monodecyl monoglyceryl ether